N1=CC=C(C=C1)C=1N(C2=NC(=NC=C2N1)C#N)COCC[Si](C)(C)C 8-(pyridin-4-yl)-9-((2-(trimethylsilyl)ethoxy)methyl)-9H-purine-2-carbonitrile